(2S,3R,4S,5R,6R)-2-(((2S,4S,5S)-6-((R)-2-(3-ethylphenyl)-2-hydroxyethoxy)-4,5-dihydroxy-2-(hydroxymethyl)tetrahydro-2H-pyran-3-yl)oxy)-6-(hydroxymethyl)tetrahydro-2H-pyran-3,4,5-triol C(C)C=1C=C(C=CC1)[C@H](COC1[C@H]([C@@H](C([C@@H](O1)CO)O[C@@H]1O[C@@H]([C@@H]([C@@H]([C@H]1O)O)O)CO)O)O)O